[N+](=O)([O-])C1=CC=C(C=C1)C1=CN=C(N1)N(C(=O)OC(C)(C)C)C(=O)OC(C)(C)C 5-(4-nitrophenyl)-2-(N,N-bis-tert-butoxycarbonylamino)-1H-imidazole